FC(C1=CC=C2C=C(C(N(C2=C1)C1=CC=CC=C1)=O)C#N)(F)F 7-trifluoromethyl-2-oxo-1-phenyl-1,2-dihydroquinolin-3-carbonitrile